3-aminopropyl-sodium NCCC[Na]